(3,5-Di-tert-butyl-4-hydroxybenzylidene)malononitrile C(C)(C)(C)C=1C=C(C=C(C#N)C#N)C=C(C1O)C(C)(C)C